[N+](=O)([O-])C1=CC=C(C2=C1C=CO2)S(=O)C2=CC=C(C=C2)C 4-nitro-7-(p-tolylsulfinyl)benzofuran